C(C)C1=CC=C(C=C1)C1=CN=C(N1)C1N(CCCC1)C(C(C)SC)=O 1-(2-(5-(4-Ethylphenyl)-1H-imidazol-2-yl)piperidin-1-yl)-2-(methylsulfanyl)propan-1-one